SCCC[SiH3] (3-mercaptopropyl)silane